5'-O-[bis(4-methoxyphenyl)(phenyl)methyl]-3'-O-[tert-butyl(dimethyl)silyl]-2'-O-{(2-cyanoethoxy)[diisopropylamino]phosphanyl}-N-(2-methylpropanoyl)guanosine COC1=CC=C(C=C1)C(OC[C@@H]1[C@H]([C@H]([C@@H](O1)N1C=NC=2C(=O)NC(NC(C(C)C)=O)=NC12)OP(N(C(C)C)C(C)C)OCCC#N)O[Si](C)(C)C(C)(C)C)(C1=CC=CC=C1)C1=CC=C(C=C1)OC